4-(4-(6-hydroxy-2-(4-hydroxyphenyl)benzo[b]thiophene-3-carbonyl)phenoxy)-N,N-dimethylpiperidine-1-carboxamide OC=1C=CC2=C(SC(=C2C(=O)C2=CC=C(OC3CCN(CC3)C(=O)N(C)C)C=C2)C2=CC=C(C=C2)O)C1